tert-butyl 4-(5'-chloro-2'-nitro-[3,4'-bipyridyl]-6-yl)piperazine-1-carboxylate ClC=1C(=CC(=NC1)[N+](=O)[O-])C=1C=NC(=CC1)N1CCN(CC1)C(=O)OC(C)(C)C